C(C1=CC=CC=C1)C(C(=O)O)(C(=O)NC)OC[C@H]1O[C@H]([C@@H]([C@@]1(O)C#C)O)N1C2=NC(=NC(=C2N=C1)NCC1=CC=CC=C1)Cl 2-benzyl-2-(((2R,3S,4R,5R)-5-(6-(benzylamino)-2-chloro-9H-purin-9-yl)-3-ethynyl-3,4-dihydroxytetrahydrofuran-2-yl)methoxy)-3-(methylamino)-3-oxopropanoic acid